C(C)(C)(C)C1=CC=C(C=C1)C1=CC=C(C2=NN(N=C21)CC(C)C)C2=CC=C(C=C2)C(C)(C)C 4,7-bis(4-tert-butylphenyl)-2-isobutyl-2H-benzotriazole